[C].OC1=CC=C(C=C1)C(C)(C)C1=CC=C(C=C1)O Bisphenol-a carbon